ClC1=C2C(=CNC2=C(C=C1)N1CCC(CC1)C1=CC=C(C=C1)N1CCC(CC1)N1CCC(CC1)N1C=CC2=C(C=CC=C12)N1C(NC(CC1)=O)=O)C#N 4-Chloro-7-[4-(4-{4-[4-(2,4-dioxo-1,3-diazinan-1-yl)-1H-indol-1-yl][1,4'-bipiperidin]-1'-yl}phenyl)piperidin-1-yl]-1H-indole-3-carbonitrile